N-(4-(2-(4-Aminophenyl)propyl)-6-(((R)-1-hydroxy-4-methylpentan-2-yl)amino)-1,3,5-triazin-2-yl)methanesulfonamide NC1=CC=C(C=C1)C(CC1=NC(=NC(=N1)N[C@@H](CO)CC(C)C)NS(=O)(=O)C)C